(S)-(4-methyltetrahydro-2H-pyran-4-yl)(3-phenyl-8-(5-(trifluoromethyl)-1,3,4-oxadiazol-2-yl)-2,3-dihydrobenzo[f][1,4]oxazepin-4(5H)-yl)methanone CC1(CCOCC1)C(=O)N1[C@H](COC2=C(C1)C=CC(=C2)C=2OC(=NN2)C(F)(F)F)C2=CC=CC=C2